C(C)OC(CCCCCCCCCC)=O hendecanoic acid ethyl ester